ClC1=CC=2C(CC3N(C2N=C1)CCNC3)(F)F 3-chloro-5,5-difluoro-5,6,6a,7,9,10-hexahydro-8H-pyrazino[1,2-a][1,8]naphthyridin